(6S)-6-{[2-(1-cyclopropyl-1H-pyrazol-4-yl)-7-(trifluoromethyl)[1,2,4]triazolo[1,5-c]quinazolin-5-yl]amino}-1,4-diazepan-5-one C1(CC1)N1N=CC(=C1)C1=NN2C(=NC=3C(=CC=CC3C2=N1)C(F)(F)F)N[C@@H]1C(NCCNC1)=O